syringylidenemalonic acid diethylhexyl ester C(C)C(CCCCC)(CC)OC(C(C(=O)O)=CC1=CC(OC)=C(O)C(OC)=C1)=O